3-bromo-5-(difluoromethyl)-4-methyl-pyridine BrC=1C=NC=C(C1C)C(F)F